alpha-furanone C1C=COC1=O